pyrrolo[3,2-b]Pyridine-2-carboxylic acid methyl ester COC(=O)C1=CC2=NC=CC=C2N1